eicosyl-docosylamine C(CCCCCCCCCCCCCCCCCCC)NCCCCCCCCCCCCCCCCCCCCCC